6-methoxy-4-(4-nitrophenoxy)-7-((piperidin-4-yl)oxy)quinoline COC=1C=C2C(=CC=NC2=CC1OC1CCNCC1)OC1=CC=C(C=C1)[N+](=O)[O-]